(azepan-3-yl)-5-(3-fluorophenyl)-3-ureidothiophene-2-carboxamide N1CC(CCCC1)C=1C(=C(SC1C1=CC(=CC=C1)F)C(=O)N)NC(=O)N